perfluoropropionic acid anion FC(C(=O)[O-])(C(F)(F)F)F